methyl 5-((di-tert-butoxyphosphoryl)oxy)pentanoate C(C)(C)(C)OP(=O)(OC(C)(C)C)OCCCCC(=O)OC